COCC=1C(C=C(C(C1)=O)COC)=O 2,5-dimethoxymethyl-1,4-benzoquinone